[2-Amino-4-(p-tolylamino-methyl)-phenyl]carbamic acid ethyl ester C(C)OC(NC1=C(C=C(C=C1)CNC1=CC=C(C=C1)C)N)=O